COC1=CC=C(CN2C(N(C=3C2=NC=C(N3)N[C@@H](C)C=3C=C(C=CC3)NC(C3=CN=CC(=C3)C)=O)C)=O)C=C1 (S)-N-(3-(1-((1-(4-methoxybenzyl)-3-methyl-2-oxo-2,3-dihydro-1H-imidazo[4,5-b]pyrazin-5-yl)amino)ethyl)phenyl)-5-methylnicotinamide